[Cl-].OCC[N+](CC1=CC=CC=C1)(C)CCO N,N-bis(2-hydroxyethyl)-N-methyl-benzenemethanaminium chloride